COC1=C(C(=O)NS(=O)(=O)C2=CC=C(C=C2)NC(=O)NC)C=CC=C1 2-methyloxy-N-[[4-[[(methylamino)carbonyl]amino]phenyl]sulfonyl]-benzamide